N[C@@H]1CC[C@H](CC1)NC=1C=2N(N=CC1C(=NC1=C(C=C(C=C1)O)Cl)N)C=C(C2)C=2C=NN(C2)C 4-[(trans-4-aminocyclohexyl)amino]-N'-(2-chloro-4-hydroxy-phenyl)-6-(1-methylpyrazol-4-yl)pyrrolo[1,2-b]pyridazine-3-carboxamidine